3-(7-ethoxy-6-fluoro-1-oxoisoindolin-2-yl)piperidine-2,6-dione C(C)OC=1C(=CC=C2CN(C(C12)=O)C1C(NC(CC1)=O)=O)F